1-(3-(8-amino-6-(trifluoromethyl)imidazo[1,2-a]pyrazin-3-yl)phenyl)ethan-1-one NC=1C=2N(C=C(N1)C(F)(F)F)C(=CN2)C=2C=C(C=CC2)C(C)=O